2-((3-(2-methoxypropan-2-yl)azetidin-1-yl)methyl)benzonitrile COC(C)(C)C1CN(C1)CC1=C(C#N)C=CC=C1